N-(3-(Aminomethyl)pyrazin-2-yl)-N-(methyl)methanesulfonamide NCC=1C(=NC=CN1)N(S(=O)(=O)C)C